CN1C[C@@H](CC1)COC(=O)N1CCN(C2=CC=CC=C12)C1=NC=CN=C1 (R)-(1-Methylpyrrolidin-3-yl)methyl-4-(pyrazin-2-yl)-3,4-dihydroquinoxaline-1(2H)-carboxylate